NC=1C(=CC2=CC(=CC=C2C1Br)Br)C(=O)O 3-amino-4,7-dibromo-naphthalene-2-carboxylic acid